NC([C@H](CCC(=O)OC(C)(C)C)N1C(C2=CC=C(C=C2C1)C1=NC(=CC(=C1)N1CCN(CC1)S(=O)(=O)C)NCC1=CC=C(C=C1)OC)=O)=O tert-butyl (S)-5-amino-4-(5-(6-((4-methoxybenzyl) amino)-4-(4-(methylsulfonyl)piperazin-1-yl)pyridin-2-yl)-1-oxoisoindolin-2-yl)-5-oxopentanoate